ClC1=CC=C(CN2C(C3=C(C=4C=CC=NC24)CCN(C3)CC3=CC(=CC=C3)C#N)=O)C=C1 6-(4-chlorobenzyl)-3-(3-cyanobenzyl)-2,3,4,6-tetrahydropyrido[3,4-c][1,8]naphthyridin-5(1H)-one